O=C1/C(/OC2=C1C=C(C=C2)NC(C)=O)=C/C2=CC(=C(C(=C2)OC)OC)OC (Z)-N-(3-oxo-2-(3,4,5-trimethoxybenzylidene)-2,3-dihydrobenzofuran-5-yl)acetamide